ClC1=CC=C(C=C1)[C@@H]1N(C(CC2=CC(=C(C=C12)OC(C)C)OC)=O)C1=CC=C(C=C1)N(C[C@@H]1CC[C@H](CC1)N1CC(N(CC1)C)=O)C trans-1(S)-(4-chlorophenyl)-7-isopropoxy-6-methoxy-2-[4-[N-methyl-N-[4-(4-methyl-3-oxopiperazin-1-yl)cyclohexylmethyl]amino]phenyl]-1,2,3,4-tetrahydroisoquinolin-3-one